C(C)N1C(=CC2=CC(=CC=C12)CNC)C#CCNC1=CC=C(C#N)C=C1 4-[(3-{1-ethyl-5-[(methylamino)methyl]-1H-indol-2-yl}prop-2-yn-1-yl)amino]benzonitrile